tert-butyl (1R,5S)-3-[3-carbamoyl-2-(4-phenoxyphenyl)-2H-pyrazolo[4,3-b]pyridin-7-yl]-3,8-diazabicyclo[3.2.1]octane-8-carboxylate C(N)(=O)C=1N(N=C2C1N=CC=C2N2C[C@H]1CC[C@@H](C2)N1C(=O)OC(C)(C)C)C1=CC=C(C=C1)OC1=CC=CC=C1